Methyl 6-oxo-1-[(3S)-tetrahydrofuran-3-yl]pyridine-3-carboxylate O=C1C=CC(=CN1[C@@H]1COCC1)C(=O)OC